(S)-2-((S)-bromo(phenyl)methyl)oxirane Br[C@H]([C@H]1OC1)C1=CC=CC=C1